COC(C1CCN(CC1)C1=CC=C(C=C1)[C@H]1C=2C=CC(=CC2CC[C@H]1CC)O)OC (5S,6R)-5-(4-(4-(dimethoxymethyl)piperidin-1-yl)phenyl)-6-ethyl-5,6,7,8-tetrahydronaphthalen-2-ol